2,2,2-trifluoro-N-(1-((2-(trimethylsilyl)ethoxy)methyl)-1H-1,2,4-triazol-3-yl)acetamide FC(C(=O)NC1=NN(C=N1)COCC[Si](C)(C)C)(F)F